(S)-2-(5-(6-chloro-7-fluoro-5-methoxy-1-methyl-3-(1H-pyrazol-4-yl)-1H-indol-2-yl)-4H-1,2,4-triazol-3-yl)-2-methoxy-N,N-dimethylethan-1-amine ClC1=C(C=C2C(=C(N(C2=C1F)C)C=1NC(=NN1)[C@H](CN(C)C)OC)C=1C=NNC1)OC